4-(1-bromo-2-(phenylsulfonyl)ethyl)-1,1'-biphenyl BrC(CS(=O)(=O)C1=CC=CC=C1)C1=CC=C(C=C1)C1=CC=CC=C1